N'-((5-(2-methoxypyridin-4-yl)-2,3-dihydrobenzofuran-4-yl)carbamoyl)-6,7-dihydro-5H-pyrazolo[5,1-b][1,3]oxazine-3-sulfonimidamide COC1=NC=CC(=C1)C=1C=CC2=C(CCO2)C1NC(=O)N=S(=O)(N)C=1C=NN2C1OCCC2